dipropyleneglycol salicylate C(C=1C(O)=CC=CC1)(=O)O.CC(COC(C)CO)O